P(=O)(OCCCOC)([O-])[O-] 3-methoxypropyl phosphate